(R)-6-chloro-3-((1-(2-cyano-3-(2,2-difluoro-6-azaspiro[3.4]octan-6-yl)-7-methylquinoxalin-5-yl)ethyl)amino)picolinic acid ClC1=CC=C(C(=N1)C(=O)O)N[C@H](C)C1=C2N=C(C(=NC2=CC(=C1)C)C#N)N1CC2(CC(C2)(F)F)CC1